FC(C(=O)O)(F)F.C=1C=2N(C=CN1)C=CC(C2)=O 8H-pyrido[1,2-a]pyrazin-8-one 2,2,2-trifluoroacetate salt